(E)-N-(4-(N-(2,5-difluorobenzyl)sulfamoyl)phenyl)-3-(pyridin-4-yl)acrylamide tert-butyl-(2-((3-amino-6-chloropyridazin-4-yl)oxy)-1-phenylethyl)carbamate C(C)(C)(C)N(C(O)=O)C(COC1=C(N=NC(=C1)Cl)N)C1=CC=CC=C1.FC1=C(CNS(=O)(=O)C2=CC=C(C=C2)NC(\C=C\C2=CC=NC=C2)=O)C=C(C=C1)F